OCC(CC(=O)OC(C)(C)C)(C)C t-butyl 4-hydroxy-3,3-dimethylbutyrate